(3-hydroxypyrrolidin-1-yl)ketone OC1CN(CC1)C(=O)N1CC(CC1)O